tert-Butyl-4-((5-fluoropyrimidin-2-yl)amino)-[1,4'-bipiperidine]-1'-carboxylate C(C)(C)(C)OC(=O)N1CCC(CC1)N1CCC(CC1)NC1=NC=C(C=N1)F